[Na].ClN1C(N(C(NC1=O)=O)Cl)=O Dichloroisocyanuric acid sodium salt